C1(CCCCC1)NC1=NNC2=CC=C(C=C12)C1=CN=CS1 N-cyclohexyl-5-(thiazol-5-yl)-1H-indazol-3-amine